butyl peracetate C(C)(=O)OOCCCC